7,9-bis(benzo[d][1,3]dioxol-5-yl)-2-cyclopropyl-8H-pyrimido[1,2-b]pyridazin-8-one O1COC2=C1C=CC(=C2)C=2C(C(=C1N(N2)C=CC(=N1)C1CC1)C1=CC2=C(OCO2)C=C1)=O